tert-Butyl (S)-4-((tributylsilyl)oxy)-3,4-dihydroquinoline-1(2H)-carboxylate C(CCC)[Si](O[C@H]1CCN(C2=CC=CC=C12)C(=O)OC(C)(C)C)(CCCC)CCCC